5-bromo-1-(2-hydroxyethyl)-1'-[2-(4-methanesulfonyl-phenoxy)ethyl]-1,2-dihydrospiro[indole-3,4'-piperidin]-2-one BrC=1C=C2C(=CC1)N(C(C21CCN(CC1)CCOC1=CC=C(C=C1)S(=O)(=O)C)=O)CCO